1-(3-(4-chloro-3,5-dimethylphenoxy)propyl)-4-((4-chloro-3-methylphenyl)(3-chloro-4-ethynylbenzyl)amino)-1H-pyrrole-2-carboxylic acid ClC1=C(C=C(OCCCN2C(=CC(=C2)N(CC2=CC(=C(C=C2)C#C)Cl)C2=CC(=C(C=C2)Cl)C)C(=O)O)C=C1C)C